C(C)(C)(C)C=1SC2=C(N1)C(CC1(CCN(CC1)C(=O)C=1C=C3C(=NN(C3=C(C1)OCC)C)C([2H])([2H])[2H])C2)=O 2-tert-butyl-1'-[7-ethoxy-1-methyl-3-(trideuterio)methyl-1H-indazole-5-carbonyl]-5H-spiro[[1,3]benzothiazole-6,4'-piperidin]-4(7H)-one